(2R,3S)-3-methoxybutan-2-amine CO[C@H]([C@@H](C)N)C